BrC1=CN=C(N=N1)N[C@H]1CN(CCC1)CC 6-bromo-N-[(3R)-1-ethyl-3-piperidyl]-1,2,4-triazin-3-amine